17-hydroxy-3-oxo-pregna-4-ene-20-carboxylic acid O[C@]1(C(C)C(=O)O)CC[C@H]2[C@@H]3CCC4=CC(CC[C@]4(C)[C@H]3CC[C@]12C)=O